1-(3-bromo-4-methyl-1-phenyl-1H-pyrazol-5-yl)-3-((3R,4S)-4-phenyl-1-(2,2,2-trifluoroethyl)pyrrolidin-3-yl)urea BrC1=NN(C(=C1C)NC(=O)N[C@H]1CN(C[C@@H]1C1=CC=CC=C1)CC(F)(F)F)C1=CC=CC=C1